N-butyl-2-((5-(5-(3,5-dichlorophenyl)-5-(trifluoromethyl)-4,5-dihydro-1H-pyrazol-3-yl)-1,3,4-oxadiazol-2-yl)thio)acetamide C(CCC)NC(CSC=1OC(=NN1)C1=NNC(C1)(C(F)(F)F)C1=CC(=CC(=C1)Cl)Cl)=O